4-((4-methoxylbenzyl)amino)-7-methylimidazo[1,5-a]quinoxalin-8-carboxylic acid O(C)C1=CC=C(CNC=2C=3N(C4=CC(=C(C=C4N2)C)C(=O)O)C=NC3)C=C1